7-bromo-2-methylpyrido[3,2-d]pyrimidin-4(3H)-one BrC1=CC=2N=C(NC(C2N=C1)=O)C